OC1(CCCC1)C1=CC=CC(=N1)CN1N=NC(=C1)C1=CC(=NC(=N1)NCCO)C=1C=C(C#N)C=CC1 m-[6-(1-{[6-(1-hydroxycyclopentyl)-2-pyridinyl]methyl}-1H-1,2,3-triazol-4-yl)-2-(2-hydroxyethylamino)-4-pyrimidinyl]benzonitrile